4,4,4-trifluorobutanal FC(CCC=O)(F)F